N-(3-bromo-2-chloro-4-iodobenzyl)-2,2-diethoxyacetamidine BrC=1C(=C(CNC(C(OCC)OCC)=N)C=CC1I)Cl